FC=1C=NC=C(C1B(O)O)C (3-fluoro-5-methylpyridin-4-yl)boronic acid